(E)-2,4-difluoro-N-(2-methoxy-5-(4-(1-(4-oxopent-2-enoyl)-1,2,3,6-tetrahydropyridin-4-yl)quinazolin-6-yl)pyridin-3-yl)benzenesulfonamide FC1=C(C=CC(=C1)F)S(=O)(=O)NC=1C(=NC=C(C1)C=1C=C2C(=NC=NC2=CC1)C=1CCN(CC1)C(\C=C\C(C)=O)=O)OC